C(C1=CC=CC=C1)O[C@@H]1[C@H](CO[C@@H]([C@@H]1OCC1=CC=CC=C1)COCC1=CC=CC=C1)NCCNCCOC N1-((3S,4R,5R,6R)-4,5-bis(benzyloxy)-6-((benzyloxy)methyl)tetrahydro-2H-pyran-3-yl)-N2-(2-methoxyethyl)ethane-1,2-diamine